amyl 4-hydroxybutyrate OCCCC(=O)OCCCCC